ICC=C 3-iodopropene